C(C)N1C2=C([C@@H]([C@@H](C1=O)NC(C1=CC(=CC=C1)C(F)(F)F)=O)C1=CSC=C1)C(=NN2C2=CC=CC=C2)C N-[(4R,5S)-7-ethyl-3-methyl-6-oxo-1-phenyl-4-(thiophen-3-yl)-1H,4H,5H,6H,7H-pyrazolo[3,4-b]pyridin-5-yl]-3-(trifluoromethyl)benzamide